C([C@H](C(=O)O)N)C(=O)N The molecule is an optically active form of asparagine having D-configuration. It is a D-alpha-amino acid and an asparagine. It is a conjugate base of a D-asparaginium. It is a conjugate acid of a D-asparaginate. It is an enantiomer of a L-asparagine. It is a tautomer of a D-asparagine zwitterion.